cyclohexylsulfonyl-(3-fluorophenylsulfonyl)diazomethane C1(CCCCC1)S(=O)(=O)C(=[N+]=[N-])S(=O)(=O)C1=CC(=CC=C1)F